((((Rel-(2S,7R)-1-((2-(dimethylamino)ethoxy)carbonyl)azepane-2,7-diyl)bis(methylene))bis(oxy))bis(2-oxoethane-2,1-diyl))bis(propane-2,1,3-triyl) tetranonanoate C(CCCCCCCC)(=O)OCC(COC(CCCCCCCC)=O)CC(=O)OC[C@H]1CCCC[C@H](N1C(=O)OCCN(C)C)COC(CC(COC(CCCCCCCC)=O)COC(CCCCCCCC)=O)=O |o1:30,35|